thienosilole S1CC=C2C1=CC=[SiH]2